2-Fluoro-5-(4,4,5,5-tetramethyl-1,3,2-dioxaborolan-2-yl)pyridine-3-carbonitrile FC1=NC=C(C=C1C#N)B1OC(C(O1)(C)C)(C)C